CS(=O)(=O)OC1CC(C1)CO[Si](C1=CC=CC=C1)(C1=CC=CC=C1)C(C)(C)C ((1R,3R)-3-(((tert-butyldiphenylsilyl) oxy) methyl) cyclobutyl) methanesulfonate